COC1=CC=C(C(C2=CC=CC=C2)(C2=CC=CC=C2)SCNCC2=C(C(=O)O)C=CC=C2)C=C1.COC=1C=C(CCC2=NNC(=C2)NC(C2=CC=C(C=C2)N2CCN(CC2)CCC(F)(F)F)=O)C=C(C1)OC N-(3-(3,5-dimethoxyphenethyl)-1H-pyrazol-5-yl)-4-(4-(3,3,3-trifluoropropyl)piperazin-1-yl)benzamide 2-{{[(4-methoxytrityl)thio]methylamino}methyl}benzoate